NC1CC(C1)C(=O)N1CCN(CC1)C(=O)C1=C(C=C(C=C1)NC=1C=2N(C=CN1)C(=CN2)C=2C(=NN(C2)CC#N)C(F)F)CC 2-(4-(8-((4-(4-((1r,3r)-3-aminocyclobutane-1-carbonyl)piperazine-1-carbonyl)-3-ethylphenyl)amino)imidazo[1,2-a]pyrazin-3-yl)-3-(difluoromethyl)-1H-pyrazol-1-yl)acetonitrile